methyl 3-cyano-5-[(2,4-dichlorophenoxy) methyl]-benzoate C(#N)C=1C=C(C(=O)OC)C=C(C1)COC1=C(C=C(C=C1)Cl)Cl